5-(3-((3s,4r)-4-(3,4-difluorophenyl)-1-(2-methoxyethyl)pyrrolidin-3-yl)ureido)-N-isopropyl-4-methyl-1-phenyl-1H-pyrazole-3-carboxamide FC=1C=C(C=CC1F)[C@H]1[C@@H](CN(C1)CCOC)NC(NC1=C(C(=NN1C1=CC=CC=C1)C(=O)NC(C)C)C)=O